tert-Butyl 5-(1H-pyrazol-1-yl)isoindoline-2-carboxylate N1(N=CC=C1)C=1C=C2CN(CC2=CC1)C(=O)OC(C)(C)C